CC1=CC(=NC=C1)C1=NC=CC(=C1)C=CC1=CC=NC=C1 4'-methyl-4-(2-(4-pyridyl)ethenyl)-2,2'-bipyridine